methyl 3-benzyloxy-1-(tert-butoxycarbonyl(1-methylallyl)amino)-5-[(2,4-difluorophenyl)methylcarbamoyl]-4-oxo-pyridine-2-carboxylate C(C1=CC=CC=C1)OC1=C(N(C=C(C1=O)C(NCC1=C(C=C(C=C1)F)F)=O)N(C(C=C)C)C(=O)OC(C)(C)C)C(=O)OC